4-((3,4-dihydroisoquinolin-2(1H)-yl)methyl)-N-(2-oxo-2-phenylethyl)benzamide C1N(CCC2=CC=CC=C12)CC1=CC=C(C(=O)NCC(C2=CC=CC=C2)=O)C=C1